(6-chloropyridin-2-yl)-N2-cyclobutyl-N4-(5-fluoropyridin-3-yl)-1,3,5-triazine-2,4-diamine ClC1=CC=CC(=N1)C1=NC(=NC(=N1)NC1CCC1)NC=1C=NC=C(C1)F